CN1C(=NN=C1)C[C@@H](C)C=1C=C(N)C=CC1 (R)-3-(1-(4-methyl-4H-1,2,4-triazol-3-yl)propan-2-yl)aniline